Cl.NC/C=C/CNC(OC(C)(C)C)=O tert-butyl (E)-(4-aminobut-2-en-1-yl)carbamate hydrochloride